C(C)OC(=O)C=1N(C=C(N1)Br)COCC[Si](C)(C)C 4-bromo-1-((2-(trimethylsilyl)ethoxy)methyl)-1H-imidazole-2-carboxylic acid ethyl ester